FC=1C(=NC(=NC1)N1CCN(CC1)C(=O)[O-])C=1C=NC2=CC=CC=C2C1 4-(5-fluoro-4-(quinolin-3-yl)pyrimidin-2-yl)piperazine-1-carboxylate